C(#N)CN(CCN(CCN1C(N(CC1)CCN(CCN(CC#N)CC#N)CC#N)=O)CCNCC#N)CC#N 2,2'-((2-((2-(3-(2-((2-(bis(cyanomethyl)amino)ethyl)(2-((cyanomethyl)amino)ethyl)amino)ethyl)-2-oxoimidazolidin-1-yl)ethyl)(cyanomethyl)amino)ethyl)azanediyl)diacetonitrile